5-chloro-2-(difluoromethyl)-N-((1r,4r)-4-((3-hydroxy-2-oxo-3-phenethylindolin-1-yl)methyl)cyclohexyl)nicotinamide ClC=1C=NC(=C(C(=O)NC2CCC(CC2)CN2C(C(C3=CC=CC=C23)(CCC2=CC=CC=C2)O)=O)C1)C(F)F